neryl formate C(=O)OC\C=C(\C)/CCC=C(C)C